C1(CCCCCC1)OCC1=C(C=C(C=C1)B(O)O)F (4-[(CYCLOHEPTYLOXY)METHYL]-3-FLUOROPHENYL)BORANEDIOL